(4-((4-(bromomethyl)phenyl)ethynyl)-1-carbonylisoindolin-2-yl)piperidine-2,6-dione BrCC1=CC=C(C=C1)C#CC1=C2CN(C(C2=CC=C1)=C=O)N1C(CCCC1=O)=O